2-Amino-3-pyridinyl-5-(4-hydroxystyryl)pyrazineanisoyl-(Anisil) NC1(NC=C(N=C1C1=NC=CC=C1)C=CC1=CC=C(C=C1)O)COC1=CC=C(C(=O)C2=C(C=CC(=C2)OC)C(=O)C(=O)C2=CC=C(OC)C=C2)C=C1